2-amino-5-((4-methoxy)-phenyl)-1,3,4-oxadiazole NC=1OC(=NN1)C1=CC=C(C=C1)OC